ClC1=C(C=C(C=C1)B(O)O)C(=O)OC (4-chloro-3-methoxycarbonyl-phenyl)boronic acid